ClC=1C=C(C=NC1)C(C#N)(C)C 2-(5-Chloropyridin-3-yl)-2-methylpropionitrile